1-(3-chlorophenyl)-1,1-difluoro-3-methylbutan-2-yl ((2S)-1-(((2S)-4-(ethylamino)-3-hydroxy-4-oxo-1-((S)-2-oxopyrrolidin-3-yl)butan-2-yl)amino)-1-oxo-3-phenylpropan-2-yl)carbamate C(C)NC(C([C@H](C[C@H]1C(NCC1)=O)NC([C@H](CC1=CC=CC=C1)NC(OC(C(F)(F)C1=CC(=CC=C1)Cl)C(C)C)=O)=O)O)=O